FC(C(CC=C)(O)C1=CC(=C(C=C1)OC)OC)(F)F 1,1,1-trifluoro-2-(3,4-dimethoxyphenyl)-4-penten-2-ol